BrC1=NC=C(C(=N1)C1=CN=C2N1C=C(C=C2)C(C)(C)O)F 2-[3-(2-bromo-5-fluoro-pyrimidin-4-yl)imidazo[1,2-a]pyridin-6-yl]propan-2-ol